3-(trifluoromethyl)benzyl (Z)-4-(((ethyl(methyl)amino)(methylthio)methylene)amino)-2,5-dimethylbenzoate C(C)N(C)/C(/SC)=N/C1=CC(=C(C(=O)OCC2=CC(=CC=C2)C(F)(F)F)C=C1C)C